CC(=O)N[C@@H]1[C@H](C[C@@](O[C@H]1[C@@H]([C@@H](CO)O)O)(C(=O)O)OC[C@@H]2[C@@H]([C@@H]([C@H]([C@@H](O2)O[C@@H]3[C@H](O[C@H]([C@@H]([C@H]3O)NC(=O)C)O[C@H]4[C@H]([C@@H]([C@H](O[C@@H]4O[C@H]5[C@@H]([C@H](O[C@H]([C@H]5O)O[C@@H]6[C@H](O[C@H]([C@@H]([C@H]6O)NC(=O)C)O[C@@H]7[C@H](OC([C@@H]([C@H]7O)NC(=O)C)O)CO)CO)CO)O)CO)O)O)CO)O)O)O)O The molecule is a linear amino heptasaccharide comprising a sequence of alpha-sialyl, beta-D-galactosyl, N-acetyl-beta-D-glucosaminyl, alpha-D-mannosyl, beta-D-mannosyl, N-acetyl-beta-D-glucosaminyl and N-acetyl-D-glucosamine residues linked respectively (2->6), (1->4), (1->2), (1->3), (1->4) and (1->4). It has a role as an epitope. It is an amino heptasaccharide and a glucosamine oligosaccharide.